C1(CC1)N1N=CC(=C1)[C@H]1O[C@H](CN(C1)C1=CC2=C(N=C(N(C2=O)C)C)C(=N1)C1=C(C#N)C=C(C=C1)C(F)(F)F)C 2-(6-((2R,6S)-2-(1-cyclopropyl-1H-pyrazol-4-yl)-6-methylmorpholino)-2,3-dimethyl-4-oxo-3,4-dihydropyrido[3,4-d]pyrimidin-8-yl)-5-(trifluoromethyl)benzonitrile